4-(cyclopropanecarbonyl)-1-(3-fluoro-4-methylbenzyl)-5-hydroxy-8-methoxy-1,3-dihydro-2H-benzo[b]azepin-2-one C1(CC1)C(=O)C1=C(C2=C(N(C(C1)=O)CC1=CC(=C(C=C1)C)F)C=C(C=C2)OC)O